C1=CC=CC=2C3=CC=CC=C3C(C12)COC(N(C)CC(=O)NC1=CC=C(C=C1)CO[Si](C1=CC=CC=C1)(C1=CC=CC=C1)C(C)(C)C)=O.CC12C(C(C(CC1)C2)(C)C)OCC(CCC)=O 1-((1,3,3-trimethylbicyclo[2.2.1]heptan-2-yl)oxy)pentan-2-one (9H-fluoren-9-yl)methyl-(2-((4-(((tert-butyldiphenylsilyl)oxy)methyl)phenyl)amino)-2-oxoethyl)(methyl)carbamate